NC1=C(C=CC=C1)NNC(C1=C(C=C(C=C1)/C(=C/C(C(F)(F)F)C1=CC(=C(C(=C1)Cl)Cl)Cl)/F)C(F)(F)F)=O (Z)-N'-(2-aminophenyl)-4-(1,4,4,4-tetrafluoro-3-(3,4,5-trichlorophenyl)but-1-en-1-yl)-2-(trifluoromethyl)benzoyl-hydrazine